3-benzyl-1-(trans-4-((5-cyanopyridin-2-yl)amino)cyclohexyl)-1-(4-((3S)-3-methoxypyrrolidin-1-yl)phenyl)urea C(C1=CC=CC=C1)NC(N(C1=CC=C(C=C1)N1C[C@H](CC1)OC)[C@@H]1CC[C@H](CC1)NC1=NC=C(C=C1)C#N)=O